(5-(4-(1,3-dioxolan-2-yl)pyridin-3-yl)-5-oxo-3-(trifluoromethyl)pentyl)carbamic acid tert-butyl ester C(C)(C)(C)OC(NCCC(CC(=O)C=1C=NC=CC1C1OCCO1)C(F)(F)F)=O